C1(CC2C(CC1)O2)COC(=O)CCCC2(CC1C(CC2)O1)C(=O)O 3-(3,4-epoxycyclohexylmethoxycarbonyl)propyl-3,4-epoxycyclohexanecarboxylic acid